(6-((trimethylsilyl)ethynyl)pyridazin-3-yl)carbamate C[Si](C)(C)C#CC1=CC=C(N=N1)NC([O-])=O